2-[2-(8-Hydroxyquinolin-4-yl)-vinyl]-1-methylquinolinium trifluoromethanesulfonate FC(S(=O)(=O)[O-])(F)F.OC=1C=CC=C2C(=CC=NC12)C=CC1=[N+](C2=CC=CC=C2C=C1)C